C1=CC2=C(C=3C=CC=CC13)C=1C(=CC=C3C=CC=CC13)OP(O2)N(C(C)C2=CC=CC=C2)C(C)C2=CC=CC=C2 (3,5-dioxa-4-phosphacyclohepta[2,1-a:3,4-a']dinaphthalen-4-yl)bis(1-phenylethyl)amine